1-(2,6-dichlorophenyl)-4-((4'-methyl-[2,3'-bipyridin]-5-yl)amino)-1H-pyrazole-3-carboxamide ClC1=C(C(=CC=C1)Cl)N1N=C(C(=C1)NC=1C=CC(=NC1)C=1C=NC=CC1C)C(=O)N